2-(4-(3-isopropyl-2-(1,4,5-trimethyl-6-oxo-1,6-dihydropyridazin-3-yl)-1H-indol-5-yl)piperidin-1-yl)-N,N-dimethylacetamide C(C)(C)C1=C(NC2=CC=C(C=C12)C1CCN(CC1)CC(=O)N(C)C)C1=NN(C(C(=C1C)C)=O)C